C(C)(C)C=1C=CC(=C(C1)C1=NOC(=C1)CN1CCN(CC1)C(C)=O)OC 1-(4-((3-(5-isopropyl-2-methoxyphenyl)isoxazole-5-yl)methyl)piperazine-1-yl)ethan-1-on